(R)-N-(2-(7-fluoro-2-((4-(pyrrolidin-3-ylamino)phenyl)amino)quinazolin-8-yl)pyridin-4-yl)acrylamide FC1=CC=C2C=NC(=NC2=C1C1=NC=CC(=C1)NC(C=C)=O)NC1=CC=C(C=C1)N[C@H]1CNCC1